2-(4-chloro-1-isopropyl-1H-pyrazol-5-yl)-N-((1-(1-cyclopropyl-4-(trifluoromethyl)-1H-imidazol-2-yl)-2-oxabicyclo[2.2.2]octan-4-yl)methyl)-5-methoxypyrimidin-4-amine ClC=1C=NN(C1C1=NC=C(C(=N1)NCC12COC(CC1)(CC2)C=2N(C=C(N2)C(F)(F)F)C2CC2)OC)C(C)C